2-(2-(2-(2-(3-(2-((5-methyl-4-(1-(2-methylbenzoyl)indolin-5-yl)thiazol-2-yl)amino)-2-oxoethyl)phenoxy)ethoxy)ethoxy)ethoxy)ethyl 4-methylbenzenesulfonate CC1=CC=C(C=C1)S(=O)(=O)OCCOCCOCCOCCOC1=CC(=CC=C1)CC(=O)NC=1SC(=C(N1)C=1C=C2CCN(C2=CC1)C(C1=C(C=CC=C1)C)=O)C